[3-(tert-Butoxycarbonylamino)cyclobutyl]methanesulfonic acid methyl ester COS(=O)(=O)CC1CC(C1)NC(=O)OC(C)(C)C